C(C)OC([C@@H](COC[C@H](C)NC=1C=NN(C(C1C(F)(F)F)=O)CC1=CC=C(C=C1)OC)O)=O (R)-2-hydroxy-3-((S)-2-((1-(4-Methoxybenzyl)-6-oxo-5-(trifluoromethyl)-1,6-dihydropyridazin-4-yl)amino)propoxy)propionic acid ethyl ester